N-[[6-(pyrrolo[1,2-c]pyrimidine-3-carbonyl)-6-azaspiro[2.5]octan-2-yl]methyl]furo[2,3-c]pyridine-2-carboxamide C1=NC(=CC=2N1C=CC2)C(=O)N2CCC1(C(C1)CNC(=O)C1=CC=3C(=CN=CC3)O1)CC2